N1(CCC1)C1=NN=C(C2=CC=C(C=C12)[N+](=O)[O-])N1C[C@@H](CC1)NC(OC(C)(C)C)=O (R)-tert-butyl (1-(4-(azetidin-1-yl)-6-nitrophthalazin-1-yl)pyrrolidin-3-yl)carbamate